3',5'-dimethoxyacetophenone COC=1C=C(C=C(C1)OC)C(C)=O